2-(2,6-diethylphenyl)-3-iodo-6,6-dimethyl-2,6-dihydropyrrolo[3,4-c]Pyrazole-5(4H)-carboxylic acid tert-butyl ester C(C)(C)(C)OC(=O)N1C(C2=NN(C(=C2C1)I)C1=C(C=CC=C1CC)CC)(C)C